C1(=CC=C(C=C1)S(=O)(=O)NCCN1CCC(CC1)CN1N=NC(=C1)C1=C(NC2=CC=C(C=C12)F)C(=O)OCC(C)C)C1=CC=CC=C1 Isobutyl 3-(1-((1-(2-([1,1'-biphenyl]-4-sulfonamido)ethyl)piperidin-4-yl)methyl)-1H-1,2,3-triazol-4-yl)-5-fluoro-1H-indol-2-carboxylat